C(C)C1=CC2=C(CCO[C@]23C[C@@H](N(CC3)CC=3N=NN(C3)CCS(=O)(=O)C)C)S1(=O)=O (2'S,4R)-2-ethyl-2'-methyl-1'-[[1-(2-methylsulfonylethyl)triazol-4-yl]methyl]spiro[6,7-dihydrothieno[3,2-c]pyran-4,4'-piperidine]-1,1-dioxide